NC[C@@H](C(=O)N1[C@H]2CN(C[C@@H]1CC2)C=2C1=C(N=CN2)NC(C1(C)C)=O)C1=CC=C(C=C1)Cl 4-((1R,5S)-8-((S)-3-amino-2-(4-chlorophenyl)propanoyl)-3,8-diazabicyclo[3.2.1]octan-3-yl)-5,5-dimethyl-5,7-dihydro-6H-pyrrolo[2,3-d]pyrimidin-6-one